C(C)ONC(C1=CN=CC=C1NC1=C(C(=CC(=C1)F)C1=NC=CC=N1)OC)=O N-ethoxy-4-((5-fluoro-2-methoxy-3-(pyrimidin-2-yl)phenyl)amino)nicotinamide